1-(Prop-2-yn-1-yl)pyrimidine-2,4(1H,3H)-dione C(C#C)N1C(NC(C=C1)=O)=O